C(#N)C1=NC(=C(C(=N1)OC)C(=O)N[C@@H]1[C@H]2CC[C@@H]([C@@H]1C(NC1=CC(=C(C=C1)F)C(F)(F)F)=O)C2)NC21CC(C2)(C1)N1CCOCC1 2-Cyano-N-((1S,2R,3S,4R)-3-((4-fluoro-3-(trifluoromethyl)phenyl)carbamoyl)bicyclo[2.2.1]heptan-2-yl)-4-methoxy-6-((3-morpholinobicyclo[1.1.1]pentan-1-yl)amino)pyrimidine-5-carboxamide